7-chloro-2,3-dihydrobenzofuran-3-amine ClC1=CC=CC=2C(COC21)N